5-(Diethylamino)-2-mesitylimidazo[1,5-a]pyridin-2-ium chloride [Cl-].C(C)N(C1=CC=CC=2N1C=[N+](C2)C2=C(C=C(C=C2C)C)C)CC